7'-(4,4,5,5-tetramethyl-1,3,2-dioxaborolan-2-yl)spiro[benzo[c]fluorene-7,9'-xanthene] CC1(OB(OC1(C)C)C1=CC=C2OC=3C=CC=CC3C3(C2=C1)C=1C=CC=CC1C=1C2=C(C=CC13)C=CC=C2)C